P(=O)(OC1(CC=CC=C1)C)(OCC(CCCC)CC)[O-].[Nd+3].CC1(CC=CC=C1)OP(=O)(OCC(CCCC)CC)[O-].CC1(CC=CC=C1)OP(=O)(OCC(CCCC)CC)[O-] neodymium (1-methylphenyl) (2-ethylhexyl) phosphate